C(CC(C)C)C(C(=O)O)=CC1=CC=C(C=C1)OC isoamyl-4-methoxycinnamic acid